Ethyl (E)-3-(2-(benzyloxy)-5-fluorophenyl)acrylate C(C1=CC=CC=C1)OC1=C(C=C(C=C1)F)/C=C/C(=O)OCC